NC1=C(N=CC(=N1)N1CCC2(CC1)[C@@H](C=1C(=NC=CC1)C2)N)SC2=C(C(=NC=C2)F)Cl (S)-1'-(6-amino-5-((3-chloro-2-fluoropyridin-4-yl)thio)pyrazin-2-yl)-5,7-dihydrospiro[cyclopenta[b]pyridine-6,4'-piperidin]-5-amine